CC1(CCN(CC1)C=1OC2=C(C=C(C=C2C(C1)=O)C)[C@@H](C)NC1=CC=CC=C1)C (R)-2-(4,4-dimethylpiperidin-1-yl)-6-methyl-8-(1-(phenylamino)ethyl)-4H-chromen-4-one